4-methyl-8-quinolinolate CC1=CC=NC2=C(C=CC=C12)[O-]